BrC1=CC=C(C(=N1)CN)OC (6-bromo-3-methoxypyridin-2-yl)methanamine